2-([1-[(2-Chlorophenyl)methyl]-5-(3-cyanophenyl)-1H-pyrazol-3-yl]methoxy)-2-methylpropionic acid ClC1=C(C=CC=C1)CN1N=C(C=C1C1=CC(=CC=C1)C#N)COC(C(=O)O)(C)C